C1(CCCCC1)C[C@@H](C(=O)N[C@@H](C[C@H]1C(NCCC1)=O)C(CO)=O)NC(C(=O)NC1=C(C=CC=C1)F)=O N1-((S)-3-cyclohexyl-1-(((S)-4-hydroxy-3-oxo-1-((S)-2-oxopiperidin-3-yl)butan-2-yl)amino)-1-oxopropan-2-yl)-N2-(2-fluorophenyl)oxalamide